CC1=CCC(CC1)C(C)C Menthene